ClC1=CC2=C(N=N1)C(=CN2C2CN(C2)C(=O)OC(C)(C)C)C=O tert-butyl 3-{3-chloro-7-formylpyrrolo[3,2-c]pyridazin-5-yl}azetidine-1-carboxylate